2-chloro-4-(7-(dimethylphosphoryl)-1H-indol-3-yl)pyrimidine ClC1=NC=CC(=N1)C1=CNC2=C(C=CC=C12)P(=O)(C)C